1-(6-bromo-5-fluoropyridin-3-yl)-1H-1,2,3-triazole-4-carboxylic acid ethyl ester C(C)OC(=O)C=1N=NN(C1)C=1C=NC(=C(C1)F)Br